ClC1=C2C=NN(C2=C(C=C1)N1N=CC=N1)COCC[Si](C)(C)C 4-chloro-7-(1,2,3-triazol-2-yl)-1-{[2-(trimethylsilyl)ethoxy]methyl}indazole